BrC1=CC=C(C(=O)NC23CC(C2)(C3)C=3OC2=C(N3)C=C(C=C2)Cl)C=C1 4-bromo-N-[3-(5-chloro-1,3-benzoxazol-2-yl)-1-bicyclo[1.1.1]pentanyl]benzamide